N-4-chlorophenyl-4-(4-pyridylmethyl)-1-phthalazinamine ClC1=CC=C(C=C1)NC1=NN=C(C2=CC=CC=C12)CC1=CC=NC=C1